5-(cyclopropoxy)-2-[4-[[(3R)-1-methyl-3-piperidyl]amino]pyrido[3,4-d]pyridazin-1-yl]phenol C1(CC1)OC=1C=CC(=C(C1)O)C1=C2C(=C(N=N1)N[C@H]1CN(CCC1)C)C=NC=C2